COC(=O)C1=NC(=NC(=C1OC)C1=C2C=NN(C2=CC=C1C)C1OCCCC1)Cl.C(C)(C)(CC)OOC1(CCCCC1)OOC(C)(C)CC 1,1-di-(t-amyl-peroxy)cyclohexane methyl-2-chloro-5-methoxy-6-(5-methyl-1-tetrahydropyran-2-yl-indazol-4-yl)pyrimidine-4-carboxylate